3-((7-chloro-6-((6-fluoropyrazolo[1,5-a]pyridin-3-yl)oxy)-1-methyl-1H-imidazo[4,5-b]pyridin-2-yl)amino)-1-(1-methyl-1H-pyrazol-4-yl)-5-(trifluoromethyl)pyridin-2(1H)-one ClC1=C2C(=NC=C1OC=1C=NN3C1C=CC(=C3)F)N=C(N2C)NC=2C(N(C=C(C2)C(F)(F)F)C=2C=NN(C2)C)=O